benzo[b]thiophen-2-yl-((2r,3r,4s,5r,6r)-3,5-dihydroxy-2-(hydroxymethyl)-4-(4-(3,4,5-trifluorophenyl)-1H-1,2,3-triazol-1-yl)-1-oxa-8-azaspiro[5.5]undec-8-yl)methanone S1C2=C(C=C1C(=O)N1C[C@@]3([C@@H]([C@H]([C@H]([C@H](O3)CO)O)N3N=NC(=C3)C3=CC(=C(C(=C3)F)F)F)O)CCC1)C=CC=C2